bis-(chlorobenzyl) disulphide ClC(C1=CC=CC=C1)SSC(C1=CC=CC=C1)Cl